n,n-diethylaniline CCN(CC)C1=CC=CC=C1